ethyl (1-{7-[(benzyl)-N-tert-butoxycarbonylamino]-3a,4,6-triaza-5-indenyl}-2-methyl-3-indolyl)acetate C(C1=CC=CC=C1)N(C(=O)OC(C)(C)C)C1=NC(=NN2C=CC=C12)N1C(=C(C2=CC=CC=C12)CC(=O)OCC)C